2-(4-amino-1-methyl-2-oxabicyclo[2.1.1]hexan-3-yl)-3H-imidazo[4,5-b]pyridin NC12C(OC(C1)(C2)C)C2=NC=1C(=NC=CC1)N2